C(C)(=O)N1C2=C(C=3C=CC(=CC13)Cl)OC(CC2C=2OC=CC2)=O 5-acetyl-7-chloro-4-(furan-2-yl)-4,5-dihydropyrano[3,2-b]indol-2(3H)-one